diethyl 3-aminopentanedioate NC(CC(=O)OCC)CC(=O)OCC